chlorine (monochloramine) NCl.[Cl]